BrCC(=O)C1(CC1)C(=O)OCC ethyl 1-(2-bromoacetyl)cyclopropane-1-carboxylate